1-(tert-butyl) 2-methyl (2S)-4-(benzylamino)-3-(3-(4,4,5,5-tetramethyl-1,3,2-dioxaborolan-2-yl)propyl)pyrrolidine-1,2-dicarboxylate C(C1=CC=CC=C1)NC1C([C@H](N(C1)C(=O)OC(C)(C)C)C(=O)OC)CCCB1OC(C(O1)(C)C)(C)C